C(#C)[C@@H]1N(CCOC1)C(=O)OC(C)(C)C tert-Butyl (S)-3-ethynylmorpholine-4-carboxylate